C(C)(C)(C)OC(=O)NCCCCCC(=O)O 6-((tert-Butoxycarbonyl)amino)hexanoic acid